CC1(OC2=CC=CC=C2[C@@H](C1)NC(=O)[C@H]1[C@@H](C1)[C@@H](CCOC)N1C(NC(CC1=O)(C)C)=[NH2+])C [1-[(1R)-1-[(1R,2R)-2-[[(4R)-2,2-dimethylchroman-4-yl]carbamoyl]cyclopropyl]-3-methoxypropyl]-4,4-dimethyl-6-oxo-hexahydropyrimidin-2-ylidene]ammonium